furoic acid hydroxypropyl ester OCCCOC(=O)C=1OC=CC1